C(#N)C1=CC(=C(C=C1)NS(=O)(=O)C1=CNC(=C1)C=1C(N(C=CC1)C(F)F)=O)F N-(4-cyano-2-fluorophenyl)-5-[1-(difluoromethyl)-2-oxopyridin-3-yl]-1H-pyrrole-3-sulfonamide